N-ethyl-5-fluoro-2-[(4-{7-[(1-fluoro-4-oxocyclohexyl)methyl]-2,7-diazaspiro[3.5]nonan-2-yl}pyrimidin-5-yl)oxy]-N-isopropylbenzamide C(C)N(C(C1=C(C=CC(=C1)F)OC=1C(=NC=NC1)N1CC2(C1)CCN(CC2)CC2(CCC(CC2)=O)F)=O)C(C)C